OC(C#CC=1C=CC=C2C(=C(C=NC12)C#N)NCC(C)(C)C)(C)C 8-(3-hydroxy-3-methylbutan-1-yn-1-yl)-4-(neopentylamino)quinoline-3-carbonitrile